4-[(4-methylphenyl)sulfanyl]-1-({4H,5H,6H,7H-pyrazolo[1,5-a]pyrazin-2-yl}methyl)piperidine CC1=CC=C(C=C1)SC1CCN(CC1)CC1=NN2C(CNCC2)=C1